FC(OC1=CC=C(C=C1)B(O)O)F (4-(Difluoromethoxy)Phenyl)Boronic Acid